(S)-3-(4-((benzyloxy)carbonyl)-1,4-diazepan-1-yl)-2-((tert-butoxycarbonyl)amino)propionic acid C(C1=CC=CC=C1)OC(=O)N1CCN(CCC1)C[C@@H](C(=O)O)NC(=O)OC(C)(C)C